N1(CCNCC1)C1CC2=C(N(N=C2CC1)C1=NC=CC=C1)O 5-(Piperazin-1-yl)-2-(pyridin-2-yl)-4,5,6,7-tetrahydro-2H-indazol-3-ol